CC(=CCC[C@@](C)([C@H]1CC[C@@]2([C@@H]1CC[C@H]3[C@]2(CC[C@@H]4[C@@]3(CC[C@@H](C4(C)C)O)C)C)C)O)C The molecule is a tetracyclic triterpenoid that is dammarane which has a double bond between positions 24 and 25, and is substituted by hydroxy groups at the 3beta- and 20- positions. It has a role as a metabolite. It is a tetracyclic triterpenoid, a secondary alcohol and a tertiary alcohol. It derives from a hydride of a dammarane.